C(=O)O.CN1N=NC2=C1C=CC(=C2C)C(CC(=O)O)C2=CC(=C(C=C2)C)CN2C[C@H](OC1=C(C2)C=CC=N1)CC 3-(1,4-Dimethyl-1H-benzo[d][1,2,3]triazol-5-yl)-3-(3-(((R)-2-ethyl-2,3-dihydropyrido[3,2-f][1,4]oxazepin-4(5H)-yl)methyl)-4-methylphenyl)propanoic acid, formic acid salt